ClC1=CC2=C(N(C(N=C2N2[C@H](CN(CC2)C(C=C)=O)C)=O)C2=CC=CC=C2)N=C1C1=C(C=CC=C1O)F 6-Chloro-7-(2-fluoro-6-hydroxyphenyl)-4-((2S)-2-methyl-4-(2-propenoyl)-1-piperazinyl)-1-phenylpyrido[2,3-d]pyrimidin-2(1H)-one